BrC1=CC=C(C=C1)C=1N=NN(C1)[C@@H]1[C@H]([C@@H](O[C@H]2[C@@H]1OC(OC2)(C)C)C(=O)O)OC (4aR,6R,7R,8R,8aR)-8-(4-(4-bromophenyl)-1H-1,2,3-triazol-1-yl)-7-methoxy-2,2-dimethylhexahydropyrano[3,2-d][1,3]dioxine-6-carboxylic acid